C(C)[C@H]1N(C[C@@H](N(C1)C=1C=2N=C(N(C2N(C(N1)=O)C)C[C@H]1OCCC1)C)C)[C@H](CC)C1=CC=C(C=C1)C(F)(F)F 6-((2S,5R)-5-ethyl-2-methyl-4-((R)-1-(4-(trifluoromethyl)phenyl)propyl)piperazin-1-yl)-3,8-dimethyl-9-(((S)-tetrahydrofuran-2-yl)methyl)-3,9-dihydro-2H-purin-2-one